tert-Butyl 4-(1-acryloylazetidin-3-yl)piperazine-1-carboxylate C(C=C)(=O)N1CC(C1)N1CCN(CC1)C(=O)OC(C)(C)C